cyclohexenesultone C12=CCCCC1OS2(=O)=O